(3-(10,15,20-tris(3-hydroxyphenyl)porphyrin-5-yl)phenoxy)pentan-1-one OC=1C=C(C=CC1)C=1C=2C=CC(=C(C3=CC=C(N3)C(=C3C=CC(C(=C4C=CC1N4)C4=CC(=CC=C4)O)=N3)C3=CC(=CC=C3)O)C=3C=C(OC(CCCC)=O)C=CC3)N2